CC=1C(C2=CC=CC=C2C(C1)=O)=O methylnaphthalene-1,4-dione